8-[(4-methoxyphenyl)methoxy]-6-morpholino-1H-quinoxalin-2-one COC1=CC=C(C=C1)COC=1C=C(C=C2N=CC(NC12)=O)N1CCOCC1